8-(3,4-dichlorophenyl)-2-(2-(3-fluoropyrrolidin-1-yl)-2-oxoethyl)-4-methylpyrrolo[1,2-a]pyrazin-1(2H)-one ClC=1C=C(C=CC1Cl)C=1C=CN2C1C(N(C=C2C)CC(=O)N2CC(CC2)F)=O